methyl 1-(4-(2-hydroxypropan-2-yl) benzyl)-4-(propan-1-yn-1-yl)-1H-indazole-7-carboxylate OC(C)(C)C1=CC=C(CN2N=CC3=C(C=CC(=C23)C(=O)OC)C#CC)C=C1